7-((((4,4-difluorocyclohexyl)methyl)amino)methyl)-3,3-dimethyl-2,3-dihydrofuro[3,2-b]pyridine-5-carboxylic acid FC1(CCC(CC1)CNCC1=C2C(=NC(=C1)C(=O)O)C(CO2)(C)C)F